6,7-dimethoxy-2-(2-phenylethyl)chromone COC=1C=C2C(C=C(OC2=CC1OC)CCC1=CC=CC=C1)=O